CCCCC1=CC=CC=N1 butylpyridine